C1(=CC=CC=C1)NC1=CC=C(C=C1)C1=CC=C(C=C1)NC1=CC=CC=C1 N4,N4'-diphenylbiphenyl-4,4'-diamin